ClC1=C(N=C(C(=N1)C(=O)OC)COC)NCCN1CCCC1 methyl 6-chloro-3-(methoxymethyl)-5-((2-(pyrrolidin-1-yl)ethyl)amino)pyrazine-2-carboxylate